benzyl ((R)-2-((S)-2-((4-(N-((benzyloxy)carbonyl)carbamimidoyl)benzyl)carbamoyl)azetidin-1-yl)-1-cyclopropyl-2-oxoethyl)glycinate C(C1=CC=CC=C1)OC(=O)NC(=N)C1=CC=C(CNC(=O)[C@H]2N(CC2)C([C@@H](C2CC2)NCC(=O)OCC2=CC=CC=C2)=O)C=C1